C(C)(C)C1=C(C=CC=C1)NC(=O)C1CC2(CN(C2)C(=O)OC(C)(C)C)C1 tert-butyl 6-((2-isopropylphenyl) carbamoyl)-2-azaspiro[3.3]heptane-2-carboxylate